C(#N)C=1C=C(C(=O)NC2=CC(=CC(=C2)C(F)(F)F)CN2CCN(CC2)C)C=CC1CCC 3-cyano-N-{3-[(4-methylpiperazin-1-yl)methyl]-5-(trifluoromethyl)phenyl}-4-propylbenzamide